3-amino-N-(6-(4-isopropyl-4H-1,2,4-triazol-3-yl)pyridin-2-yl)-5-methyl-1H-pyrazole-1-carboxamide NC1=NN(C(=C1)C)C(=O)NC1=NC(=CC=C1)C1=NN=CN1C(C)C